C(C)N(C(C(C)C)=O)C N-ethyl-N,2-dimethylpropanamide